C(C=C)S(=O)CC(=O)C1=CC=C(C=C1)OC 2-allylsulfinyl-1-(4-methoxyphenyl)ethane-1-one